CN1N=CC(=C1)NC1=NC=C(C(=N1)NC[C@H](C)C1=CC=CC=C1)C(=O)N (R)-2-((1-methyl-1H-pyrazol-4-yl)amino)-4-((2-phenylpropyl)amino)pyrimidin-5-carboxamide